Cl.C1(=CC=CC=C1)C=1C=C(C=CC1C(F)(F)F)CC1CCNCC1 4-[[3-phenyl-4-(trifluoromethyl)phenyl]methyl]piperidine hydrochloride